5-(3-bromophenyl)-9-fluoro-5,8,8-trimethyl-5,8,9,10-tetrahydrobenzo[b][1,8]naphthyridin-6(7H)-one BrC=1C=C(C=CC1)C1(C2=C(NC=3N=CC=CC13)C(C(CC2=O)(C)C)F)C